ethyl 3-methyl-2-(7-vinyl-4,5-dihydro-3H-benzo[e]indazol-3-yl)butanoate CC(C(C(=O)OCC)N1N=CC=2C3=C(CCC12)C=C(C=C3)C=C)C